N[C@@]1(CN(CC1)C1=C(C=NC(=C1C1=CC(=CC(=C1)F)F)OCC(F)(F)F)C(=O)N[C@@H](C)C1CC1)C 4-[(3S)-3-amino-3-methylpyrrolidin-1-yl]-N-[(1S)-1-cyclopropylethyl]-5-(3,5-difluorophenyl)-6-(2,2,2-trifluoroethoxy)pyridine-3-carboxamide